racemic-2-fluoro-N-methyl-4,5,6,7-tetrahydrobenzothiophen-6-amine hydrochloride Cl.FC=1SC2=C(C1)CC[C@H](C2)NC |r|